COC1=CC=C(C(=O)NCCN)C=C1 4-methoxybenzoylethylenediamine